methyldihydrogenphosphoric acid COP(O)(O)=O